C(C=C)N1N(C2=NC(=NC=C2C1=O)N)C1=NC(=CC=C1)C(C)(C)O 2-allyl-6-amino-1-(6-(2-hydroxy-propan-2-yl)pyridin-2-yl)-1,2-dihydro-3H-pyrazolo[3,4-d]Pyrimidine-3-one